Cl.C(#N)C1=CC=2N(N=C1)C(=CC2)C(=O)NC2=CC1=CN(N=C1C=C2C(C)C)C2CCC(CC2)N2CCNCC2 3-cyano-N-(6-isopropyl-2-((1r,4r)-4-(piperazin-1-yl)cyclohexyl)-2H-indazol-5-yl)pyrrolo[1,2-b]pyridazine-7-carboxamide hydrochloride